ClC1=CC=C(C=C1)NC=1C(C(C1NCCC1=C(C=C(C=C1)Cl)Cl)=O)=O 3-[(4-Chlorophenyl)amino]-4-{[2-(2,4-dichlorophenyl)ethyl]amino}cyclobut-3-ene-1,2-dione